[Pt].[Au] gold platinum